4-((2-(3-(2-(tert-Butylamino)-2-oxoethoxy)phenyl)-6-ethoxyquinazolin-4-yl)amino)benzamide C(C)(C)(C)NC(COC=1C=C(C=CC1)C1=NC2=CC=C(C=C2C(=N1)NC1=CC=C(C(=O)N)C=C1)OCC)=O